O1C(CC1)=O 2-oxetanone